ethyl 2-((4-methylpiperazin-1-yl) methyl)-1-phenyl-5-(tosyloxy)-1H-indole-3-carboxylate CN1CCN(CC1)CC=1N(C2=CC=C(C=C2C1C(=O)OCC)OS(=O)(=O)C1=CC=C(C)C=C1)C1=CC=CC=C1